N1=CC(=C2OCC3(CN21)CC3)S(=O)(N)=N 7'H-spiro[cyclopropane-1,6'-pyrazolo[5,1-b][1,3]oxazine]-3'-sulfonimidamide